C(C1=CC=CC=C1)C1=C(SC=2N3C([C@@H](OCC21)C)=NN=C3C)C#CC3=NC=CC=C3 (S)-3-benzyl-6,9-dimethyl-2-(pyridin-2-ylethynyl)-4H,6H-thieno[2,3-e][1,2,4]triazolo[3,4-c][1,4]oxazepine